C(C1=CC=CC=C1)NC(OC1=CC(=C(C=C1)N(C)C)C=1C=NC=C(C1)C=1OC=NN1)=O 3-(5-(1,3,4-oxadiazol-2-yl)pyridin-3-yl)-4-(dimethylamino)phenyl benzylcarbamate